N-((S)-1,3-dihydrospiro[indene-2,4'-piperidin]-1-yl)-2-methylpropane-2-sulfinamide N1CCC2(CC1)[C@@H](C1=CC=CC=C1C2)NS(=O)C(C)(C)C